C(C)(C)(C)OC(N[C@H](C(=O)NCCN)C(C)C)=O (S)-(1-((2-aminoethyl)amino)-3-methyl-1-oxobutan-2-yl)carbamic acid tert-butyl ester